N,N-dimethyl-trifluoro-methanesulfonamide CN(S(=O)(=O)C(F)(F)F)C